2-{4-[(3-methyl-4-{[1,2,4]triazolo[1,5-a]pyridin-7-yloxy}phenyl)amino]pyrido[3,4-d]pyrimidin-6-yl}-4-methylidene-2-azabicyclo[3.1.0]hexan-3-one CC=1C=C(C=CC1OC1=CC=2N(C=C1)N=CN2)NC=2C1=C(N=CN2)C=NC(=C1)N1C2CC2C(C1=O)=C